CN1C=C(C=2C1=NC=C(C2)C(=O)OC)C(F)(F)F methyl 1-methyl-3-(trifluoromethyl)-1H-pyrrolo[2,3-b]pyridine-5-carboxylate